C(#N)C[C@H]1N(CCC(C1)N1N=NC=2C(=NC=3C(=C(C(=CC3C21)C)C=2C=C(C=CC2)C)F)N2CC(C2)(C)N(C)C)C(=O)OC(C)(C)C tert-butyl (2S)-2-(cyanomethyl)-4-(4-(3-(dimethylamino)-3-methylazetidin-1-yl)-6-fluoro-8-methyl-7-(m-tolyl)-1H-[1,2,3]triazolo[4,5-c]quinolin-1-yl)piperidine-1-carboxylate